C1(CCCC1)C1C(CCC1)C1=C(C=C(C=C1)/C=C/C(=O)C1=C(C=C(C=C1OC)OC)O)OC (E)-3-[4-(2-Cyclopentylcyclopentyl)-3-methoxyphenyl]-1-(2-hydroxy-4,6-dimethoxyphenyl)prop-2-en-1-one